FC=1C(NC(N(C1)[C@H]1C[C@@H]([C@H](O1)[C@@H](C)O[P@@](=O)(OC1=CC=CC=C1)N[C@@H](C)C(=O)OCC1=CC=CC=C1)O)=O)=O benzyl ((R)-((R)-1-((2S,3S,5R)-5-(5-fluoro-2,4-dioxo-3,4-dihydropyrimidin-1(2H)-yl)-3-hydroxytetrahydrofuran-2-yl)ethoxy)(phenoxy)phosphoryl)-L-alaninate